bis[(4-methoxyphenyl)methyl]-5-methylaniline COC1=CC=C(C=C1)CN(C1=CC=CC(=C1)C)CC1=CC=C(C=C1)OC